3-phenyl-2-methyl-prop-1-ene C1(=CC=CC=C1)CC(=C)C